4-(3-((2-((2-(1-methylpiperidin-4-yl)thiazol-5-yl)amino)-5-(trifluoromethyl)pyrimidin-4-yl)amino)propyl)-1,4-oxazepan-3-one CN1CCC(CC1)C=1SC(=CN1)NC1=NC=C(C(=N1)NCCCN1C(COCCC1)=O)C(F)(F)F